O=C1NC(CCC1N1C(N(C2=C1C=CC(=C2)CCCC)C)=O)=O 4-[1-(2,6-dioxo-3-piperidinyl)-3-methyl-2-oxo-benzimidazol-5-yl]Butane